5-(4-cyclopropyl-2-ethoxyphenyl)-3-(4-methoxybenzyl)-3,6-dihydro-7H-[1,2,3]triazolo[4,5-d]pyrimidin-7-one C1(CC1)C1=CC(=C(C=C1)C=1NC(C2=C(N1)N(N=N2)CC2=CC=C(C=C2)OC)=O)OCC